1,4-cyclohexandicarboxylic acid, diethyl ester C1(CCC(CC1)C(=O)OCC)C(=O)OCC